5-((benzylamino)methyl)oxazolidine C(C1=CC=CC=C1)NCC1CNCO1